1-(4-Methyl-5-(2-(methylamino)-pyrimidin-4-yl)thiazol-2-yl)-3-(4-(morpholinomethyl)-3-(trifluoromethyl)phenyl)urea CC=1N=C(SC1C1=NC(=NC=C1)NC)NC(=O)NC1=CC(=C(C=C1)CN1CCOCC1)C(F)(F)F